BrC=1C(=CC=2C(=NC(=C3C(CC=NC23)=O)SC)C1F)CCC#N 8-bromo-9-(2-cyanoethyl)-7-fluoro-5-(methylthio)-4-oxobenzo[h][1,6]naphthyridin